(S)-6-(2-hydroxy-1-((1-methylcyclobutyl)amino)ethyl)-2-(3-(1-(4-methyl-4H-1,2,4-triazol-3-yl)cyclobutyl)phenyl)-4-(trifluoromethyl)isoindolin-1-one OC[C@@H](NC1(CCC1)C)C1=CC(=C2CN(C(C2=C1)=O)C1=CC(=CC=C1)C1(CCC1)C1=NN=CN1C)C(F)(F)F